BrC=1OC=C(N1)C1=CC=CC=C1 2-bromo-4-phenyl-1,3-oxazole